titanium(IV) oxychloride O(Cl)Cl.[Ti+4]